tert-Butyl 6-hydroxy-1,4-diazepane-1-carboxylate OC1CNCCN(C1)C(=O)OC(C)(C)C